C(C)C1=C(C(=NC(=C1C#N)N1CCC(CC1)N1CCCC1)S)C#N 4-ethyl-2-mercapto-6-(4-(pyrrolidin-1-yl)piperidin-1-yl)pyridine-3,5-dicarbonitrile